C(C1=CC=CC=C1)C1N(CCC1)C1=NC(=CC=C1C(=O)NS(=O)(=O)C1=CC=NN1)C1=CC(=CC(=C1)OCC(C)C)F 2-(2-Benzylpyrrolidin-1-yl)-6-(3-fluoro-5-isobutoxyphenyl)-N-(1H-pyrazol-5-ylsulfonyl)pyridin-3-carboxamid